(4Z,6E)-4,6-UNDECADIENYL TRIMETHYLACETATE CC(C(=O)OCCC\C=C/C=C/CCCC)(C)C